C(C)NC1=C2N=CC(NC2=CC=C1)=O 5-(ethylamino)-1,2-dihydroquinoxalin-2-one